N-chloroserine ClN[C@@H](CO)C(=O)O